The molecule is a glutathione conjugate in which the thiol hydrogen of glutathione has been replaced by a 2,5-dihydroxyphenyl group. It has a role as a human xenobiotic metabolite and a nephrotoxic agent. It is a glutathione conjugate, an aryl sulfide and a member of hydroquinones. It is a conjugate acid of a 2-(glutathion-S-yl)-1,4-hydroquinone(1-). C1=CC(=C(C=C1O)SC[C@@H](C(=O)NCC(=O)O)NC(=O)CC[C@@H](C(=O)O)N)O